C(C)OCOC1=C(C(=CC(=C1)C)C)C1=CN=C(N=N1)N[C@H]1CN(CCC1)C (R)-6-(2-(ethoxymethoxy)-4,6-dimethylphenyl)-N-(1-methylpiperidin-3-yl)-1,2,4-triazin-3-amine